tert-butyl 8-bromo-4,5-dihydro-1H-benzo[c]azepin-2(3H)-carboxylate BrC=1C=CC2=C(CN(CCC2)C(=O)OC(C)(C)C)C1